C(CC)OC1=C(C=CC=C1)C=1NC(C2=C(N1)C(=NN2C)CCC)=O 5-(2-propoxyphenyl)-1-methyl-3-propyl-1,6-dihydro-7H-pyrazolo[4,3-d]pyrimidin-7-one